ClC=1C=C(C=CC1Cl)C(C(=O)N1CCN(CC1)C=1C=CC=2N(N1)C=NN2)=O 1-(3,4-dichlorophenyl)-2-(4-{[1,2,4]triazolo[4,3-b]pyridazin-6-yl}piperazin-1-yl)ethane-1,2-dione